BrCC1=CC=C(C=C1)C=1N(C=C(N1)C(F)(F)F)COCC[Si](C)(C)C 2-(4-(bromomethyl)phenyl)-4-(trifluoromethyl)-1-((2-(trimethylsilyl)ethoxy)methyl)-1H-imidazole